N-(3-benzyl-4-oxo-3,4-dihydroquinazolin-5-yl)-3-chloro-4-{[2-(trimethylsilyl)ethoxy]methoxy}benzamide C(C1=CC=CC=C1)N1C=NC2=CC=CC(=C2C1=O)NC(C1=CC(=C(C=C1)OCOCC[Si](C)(C)C)Cl)=O